CC(CCNCCCCCCCCCCCC)CCC=C(C)C N-(3,7-dimethyloct-6-en-1-yl)dodecan-1-amine